Cl.C(C1=CC=CC=C1)OC1=C(C=C(C=C1C=1C=NN(C1)C)[C@@H](C)N)OC (1R)-1-[4-Benzyloxy-3-methoxy-5-(1-methylpyrazol-4-yl)phenyl]ethanamine hydrochloride salt